C(C)(C)(C)OC(=O)N1C[C@@H](CC1)COCC=O (R)-3-((2-oxoethoxy)methyl)pyrrolidine-1-carboxylic acid tert-butyl ester